OCC1=CC(=NC(=N1)N1C=NC=C1)C(=O)NC1CCC(CC1)OCCOC 6-(hydroxymethyl)-2-(1H-imidazol-1-yl)-N-((1r,4r)-4-(2-methoxyethoxy)cyclohexyl)pyrimidine-4-carboxamide